triiso-propylsilyl-n-butyl maleate C(\C=C/C(=O)[O-])(=O)OCCCC[Si](C(C)C)(C(C)C)C(C)C